[Cl-].[Cl-].[S+]1=CC=CC=C1.[S+]1=CC=CC=C1 Thiaininium dichloride